C[C@@]12CCC[C@H]1[C@@H]1CCC3C[C@H](CC[C@]3(C)[C@H]1CC2)O androstan-3β-ol